8-chloro-4-(trifluoromethyl)-1H-quinolin-2-one ClC=1C=CC=C2C(=CC(NC12)=O)C(F)(F)F